(6-((3S,4S)-4-amino-3-methyl-2-oxa-8-azaspiro[4.5]decan-8-yl)-3-((6-chloro-2-fluorophenyl)ethynyl)-1H-pyrazolo[3,4-b]pyrazin-5-yl)methanol N[C@@H]1[C@@H](OCC12CCN(CC2)C2=C(N=C1C(=N2)NN=C1C#CC1=C(C=CC=C1Cl)F)CO)C